N-(2-chloro-5-fluorophenyl)-N-(4-{2-[2-chloro-3-(trifluoromethyl)phenyl]acetamido}pyridin-2-yl)acetamide ClC1=C(C=C(C=C1)F)N(C(C)=O)C1=NC=CC(=C1)NC(CC1=C(C(=CC=C1)C(F)(F)F)Cl)=O